13-Iodo-12-methyl-3-((triisopropylsilyl)ethynyl)-6,7-dihydro-5H-pyrido[3,4-c]pyrimido[5',4':4,5]pyrrolo[1,2-a]azepine IC=1C2=C(N3C1C1=C(CCC3)C=C(N=C1)C#C[Si](C(C)C)(C(C)C)C(C)C)N=CN=C2C